N1=CC=C2N1CC(CN2)NC(OCCCC)=O butyl (4,5,6,7-tetrahydropyrazolo[1,5-a]pyrimidin-6-yl)carbamate